1-((2-(2,6-dioxopiperidin-3-yl)-1,3-dioxoisoindolin-4-yl)amino)-3,6,9,12,15-pentaoxaoctadecane-18-oic acid O=C1NC(CCC1N1C(C2=CC=CC(=C2C1=O)NCCOCCOCCOCCOCCOCCC(=O)O)=O)=O